2-(ethylthio)benzene C(C)SC1=CC=CC=C1